4-((1R,3R,4R)-3-hydroxy-4-methylcyclohexylamino)-2-(isopropylamino)pyrimidine-5-carboxamide O[C@@H]1C[C@@H](CC[C@H]1C)NC1=NC(=NC=C1C(=O)N)NC(C)C